[N+](=O)([O-])C1=CC=C(COC(=O)C2N3C(C(C3CC2=O)C(C)O)=O)C=C1.FC1=C(C(=C(C(=C1[B-](C1=C(C(=C(C(=C1F)F)F)F)F)(C1=C(C(=C(C(=C1F)F)F)F)F)C1=C(C(=C(C(=C1F)F)F)F)F)F)F)F)F.C1(CCCCC1)[NH2+]C1CCCCC1 di(cyclohexyl)ammonium tetra(pentafluorophenyl)borate p-nitrobenzyl-6-(1-hydroxyethyl)-1-azabicyclo(3.2.0)heptane-3,7-dione-2-carboxylate